N-lauroyl-N'-hydroxyethyl-N'-carboxymethyl-ethylenediamine sodium [Na].C(CCCCCCCCCCC)(=O)NCCN(CC(=O)O)CCO